N[C@@H](C(C)C)C(=O)N[C@@H](C(C)C)C(=O)OCN1C([C@H](N=C(C2=C1C(=CC=C2)C)C2=CC(=CC=C2)F)NC([C@@H]([C@H](CCC(F)(F)F)C(N)=O)CCC(F)(F)F)=O)=O ((3S)-3-(((2R,3S)-3-carbamoyl-6,6,6-trifluoro-2-(3,3,3-trifluoropropyl)hexanoyl)amino)-5-(3-fluorophenyl)-9-methyl-2-oxo-2,3-dihydro-1H-1,4-benzodiazepin-1-yl)methyl L-valyl-L-valinate